C(#N)[C@@H]1[C@@H](CC1)C=1C=C(C=CC1C(F)(F)F)NC(=O)N1C2CC(CC1C2)C(F)(F)F N-(3-(cis-2-cyanocyclobutyl)-4-(trifluoromethyl)phenyl)-3-(trifluoromethyl)-6-azabicyclo[3.1.1]heptane-6-carboxamide